(((6-Chloro-2-(trifluoromethyl)quinolin-4-yl)amino)methyl)-2-phenyl-5,7-diazaspiro[3.4]octane-6,8-dione ClC=1C=C2C(=CC(=NC2=CC1)C(F)(F)F)NCC1C(CC12NC(NC2=O)=O)C2=CC=CC=C2